1,4,8-trimethyl-13-oxabicyclo[10.1.0]tridec-4,8-diene CC12CCC(=CCCC(=CCCC2O1)C)C